2-(7-(carbamoyloxy)-1'-((1s,4s)-4-isopropylcyclohexyl)-3-oxo-1H-spiro[isoquinoline-4,4'-piperidin]-2(3H)-yl)ethyl methylcarbamate CNC(OCCN1CC2=CC(=CC=C2C2(CCN(CC2)C2CCC(CC2)C(C)C)C1=O)OC(N)=O)=O